The molecule is a member of the class of acetophenones that is acetophenone substituted at the para-position by a nitro group. It is a C-nitro compound and a member of acetophenones. CC(=O)C1=CC=C(C=C1)[N+](=O)[O-]